CN1N=C(C=C1C)NC1=NC=C(C(=N1)C1=CNC2=C(C=CC=C12)N(C(CN1C[C@H](CC1)OC1=NC=NC=C1)=O)C)C (S)-N-(3-(2-((1,5-dimethyl-1H-pyrazol-3-yl)amino)-5-methylpyrimidin-4-yl)-1H-indol-7-yl)-N-methyl-2-(3-(pyrimidin-4-yloxy)pyrrolidin-1-yl)acetamide